(2S,4R)-N-(4-chloro-2-(piperidin-4-yloxy)benzyl)-4-hydroxy-1-((S)-3-methyl-2-(4-methyl-1H-1,2,3-triazol-1-yl)butanoyl)pyrrolidine-2-carboxamide ClC1=CC(=C(CNC(=O)[C@H]2N(C[C@@H](C2)O)C([C@H](C(C)C)N2N=NC(=C2)C)=O)C=C1)OC1CCNCC1